C(O)C(C(=O)N)CCCCCC\C=C/CCCCCCCC methylololeic acid amide